6-[4-chloro-2-(trifluoromethyl)phenyl]-2-(2-pyridinyloxymethyl)imidazo[1,2-a]pyrimidine ClC1=CC(=C(C=C1)C=1C=NC=2N(C1)C=C(N2)COC2=NC=CC=C2)C(F)(F)F